C1=CC=CC=2C3=CC=CC=C3N(C12)C=1C=C(C=CC1)C1=NC(=CC=C1)C1=CC(=CC=C1)N1C2=CC=CC=C2C=2C=CC=CC12 2,6-bis(3-(9H-carbazole-9-yl)phenyl)pyridine